2-(4-((4-(6-bromopyridin-2-yl)-1H-1,2,3-triazol-1-yl)methyl)-3-fluorophenyl)-5-(difluoromethyl)-1,3,4-oxadiazole BrC1=CC=CC(=N1)C=1N=NN(C1)CC1=C(C=C(C=C1)C=1OC(=NN1)C(F)F)F